2-chloro-6-(trifluoromethyl)pyridin-3-benzonitrile ClC1=NC(=CC=C1C1=CC=CC=C1C#N)C(F)(F)F